ethyl 4-methyl-2-phenyl-1-hydroxy-1H-imidazole-5-carboxylate CC=1N=C(N(C1C(=O)OCC)O)C1=CC=CC=C1